P1(OCCCCO1)=O.C(CN)N.[K] potassium ethylenediamine tetramethylene phosphonate